(methylazanediyl)bis(ethane-2,1-diyl) bis(3,6-dichloro-2-methoxybenzoate) ClC=1C(=C(C(=O)OCCN(CCOC(C2=C(C(=CC=C2Cl)Cl)OC)=O)C)C(=CC1)Cl)OC